7-chloro-4,4-difluoro-2,3,4,5-tetrahydro(5-2H)-1H-1-benzazepin-5-ol ClC=1C=CC2=C(C(C(CCN2)(F)F)(O)[2H])C1